N[C@H]1[C@H](CN(CC1)C(=O)OC(C)(C)C)F tert-butyl (3S,4R)-4-amino-3-fluoropiperidine-1-carboxylate